N-({4-[(Dimethylamino)methyl]oxan-4-yl}methyl)-4H,5H,6H,7H,8H,9H-cycloocta[b]thiophene-2-carboxamide CN(C)CC1(CCOCC1)CNC(=O)C1=CC2=C(S1)CCCCCC2